O(C1=CC=CC=C1)C1CCC1 (1s,3R)-3-phenoxycyclobutane